COCCOCC(=O)NC=1C=C(C=CC1)C1=CN=C2N1C=C(C=C2)NC([O-])=O (3-(3-(2-(2-methoxyethoxy)acetamido)phenyl)imidazo[1,2-a]pyridin-6-yl)carbamate